(((3R,4R)-4-methoxytetrahydrofuran-3-yl)amino)-4-nitrobenzoic acid methyl ester COC(C1=C(C=C(C=C1)[N+](=O)[O-])N[C@@H]1COC[C@@H]1OC)=O